(2-methyl-1,2,3,4-tetrahydroisoquinolin-3-yl)methylamine CN1CC2=CC=CC=C2CC1CN